3-{[(2R)-4-(tert-Butoxycarbonyl)morpholin-2-yl]methoxy}-5-(5-methyl-1,3-thiazol-2-yl)benzoic acid C(C)(C)(C)OC(=O)N1C[C@@H](OCC1)COC=1C=C(C(=O)O)C=C(C1)C=1SC(=CN1)C